guaiacolide C=1(C([O-])=CC=CC1)OC